ClCC=1C=NC(=NC1)N1CCC(CC1)N1C=CN(C2=CC=CC=C12)C 1-(1-(5-(chloromethyl)pyrimidin-2-yl)piperidin-4-yl)-4-methyl-1,4-dihydroquinoxaline